amino-3-(octahydro-2H-quinolizin-2-yl)-1H-indole NN1C=C(C2=CC=CC=C12)C1CC2CCCCN2CC1